ClC1=C(C=CC(=C1)OC1=CC(=C(C=C1)OC)[N+](=O)[O-])F 2-Chloro-1-fluoro-4-(4-methoxy-3-nitrophenoxy)-benzene